O1CCN(CC1)CC1(CC1)C(=O)O 1-(morpholinomethyl)cyclopropanecarboxylic acid